benzyl (6,6-difluorospiro[3.3]heptan-2-yl)carbamate FC1(CC2(CC(C2)NC(OCC2=CC=CC=C2)=O)C1)F